11-(difluoromethoxy)-1-(2,4-dimethoxybenzyl)-10-methoxy-2-oxo-1,2,5,6-tetrahydropyrido[2',1':2,3]imidazo[4,5-h]quinoline-3-carboxylate FC(OC1=C(C=CN2C1=NC1=C2CCC=2C=C(C(N(C12)CC1=C(C=C(C=C1)OC)OC)=O)C(=O)[O-])OC)F